3-[4-[[4-[(3R,5R)-5-[(5-bromo-1-methyl-6-oxo-pyridazin-4-yl)amino]-1-methyl-3-piperidyl]phenyl]methoxy]phenyl]-1-[(3,4-dimethoxyphenyl)methyl]piperidine-2,6-dione BrC1=C(C=NN(C1=O)C)N[C@@H]1C[C@@H](CN(C1)C)C1=CC=C(C=C1)COC1=CC=C(C=C1)C1C(N(C(CC1)=O)CC1=CC(=C(C=C1)OC)OC)=O